O=C1[C@@H]2CC[C@@H](C2)C12CCCCC2 (1S,4R)-3-oxospiro[bicyclo[2.2.1]heptane-2,1'-cyclohexan]